C(#C)C=1C=C(C=NC1OCC1CCOCC1)S(=O)(=O)NC(C1=C(C=CC=C1)OC=1C=C2C(=NC1)NC=C2)=O N-{[5-ethynyl-6-(tetrahydro-2H-pyran-4-ylmethoxy)pyridin-3-yl]sulfonyl}-2-(1H-pyrrolo[2,3-b]pyridin-5-yloxy)benzamide